2,4-Hexadiene-1-ol C(C=CC=CC)O